C(C)OC(C(C(Br)C1=CC(=C(C=C1)F)F)Br)=O.CC1=CC=C(N=N1)NC1=CC2=C(N(C=N2)C2=CC=C(C(=N2)C2=C(C=NC=C2)C)C(C)=O)C=C1 1-[6-[5-[(6-methylpyridazin-3-yl)amino]benzimidazol-1-yl]-2-(3-methyl-4-pyridyl)-3-pyridyl]ethanone ethyl-3-(3,4-difluorophenyl)-2,3-dibromopropionate